FC(COC(C(F)F)=O)(F)F 2,2,2-Trifluoroethyldifluoroacetat